7-[[5-[(2S)-2-(1-hydroxy-1-methyl-ethyl)morpholin-4-yl]-2-pyridyl]amino]-4-(7-methyl-imidazo[1,2-a]pyridin-3-yl)isoindolin-1-one OC(C)(C)[C@@H]1CN(CCO1)C=1C=CC(=NC1)NC=1C=CC(=C2CNC(C12)=O)C1=CN=C2N1C=CC(=C2)C